1-(2-fluoro-6-methylphenyl)-4-iodo-1H-pyrazole FC1=C(C(=CC=C1)C)N1N=CC(=C1)I